OC1[C@@H](O)[C@H](O)[C@@H](O1)[C@@H](O)CO L-Glucofuranose